diethyl 4-[([5-isopropyl-1H-pyrazolo[4,3-d]pyrimidin-7-yl]amino)methyl]phenyl-phosphonate C(C)(C)C=1N=C(C2=C(N1)C=NN2)NCC2=CC=C(C=C2)P(OCC)(OCC)=O